N-((3S,4S,5R)-5-(5-fluoro-1H-pyrazolo[3,4-b]pyridin-1-yl)-4-hydroxytetrahydro-2H-pyran-3-yl)-N-methyl-4-nitrobenzenesulfonamide FC=1C=C2C(=NC1)N(N=C2)[C@H]2[C@@H]([C@H](COC2)N(S(=O)(=O)C2=CC=C(C=C2)[N+](=O)[O-])C)O